CC1(CCC(N(C1)C(C(=O)NC=1C=C(C(=NC1)NC(OC(C)(C)C)=O)C)=O)C1=CC=CC=C1)C tert-Butyl N-[5-[[2-(5,5-dimethyl-2-phenyl-1-piperidyl)-2-oxo-acetyl]amino]-3-methyl-2-pyridyl]carbamate